2-chlorobenzoic acid tert-butyl ester C(C)(C)(C)OC(C1=C(C=CC=C1)Cl)=O